C(C)(=O)OC\C=C\CC#CCCCCC (E)-Undec-2-En-5-Yn-1-Yl Acetate